CCCCCCCC/C=C\\CCCCCCCC(=O)NCCS(=O)(=O)O The molecule is a fatty acid-taurine conjugate derived from oleic acid. It has a role as a human blood serum metabolite, an apoptosis inducer and an antineoplastic agent. It derives from an oleic acid. It is a conjugate acid of a N-oleoyltaurine(1-).